5-bromo-6-methoxypyridine-3,4-diamine BrC=1C(=C(C=NC1OC)N)N